C1(=C(C(=C(C(=C1[2H])[2H])[2H])[2H])[2H])C1=NC(=C(C(=C1[2H])[2H])[2H])[2H] 2-(phenyl-d5)pyridine-3,4,5,6-d4